C(C)(C)C=1C(=NNC1C=1C=C(C=2N(C1)N=CN2)OC)C2=NC=C(C(=C2)C)C2CCN(CC2)CCS(=O)(=O)C 6-(4-isopropyl-3-(4-methyl-5-(1-(2-(methylsulfonyl)ethyl)piperidin-4-yl)pyridin-2-yl)-1H-pyrazol-5-yl)-8-methoxy-[1,2,4]triazolo[1,5-a]pyridine